NC1=CC(=NC=C1C(=O)O)C1=CC=C(C=C1)C(C)(C)C 4-amino-6-(4-(tert-butyl)phenyl)nicotinic acid